O=C1N(CC=2C3=C(C=CC12)C=CC(=C3)C3=CC1=C(NC(CO1)=O)C=C3)CC(C(=O)N)=C 2-{[3-oxo-8-(3-oxo-3,4-dihydro-2H-1,4-benzoxazin-7-yl)-1H,2H,3H-benzo[e]isoindol-2-yl]methyl}prop-2-enamide